OC(C(=O)OCCCCCCCC)(C)C n-Octyl α-hydroxyisobutyrate